2-(3,4-dihydroxyphenyl)-2,3-dihydro-3,5,7-trihydroxy-4H-benzopyran-4-one OC=1C=C(C=CC1O)C1OC2=C(C(C1O)=O)C(=CC(=C2)O)O